(1SR,3RS)-7-bromo-4'-chloro-3-methyl-2'-(methylthio)-3,4,5',8'-tetrahydro-2H-spiro[naphthalene-1,7'-pyrano[4,3-d]pyrimidine] BrC1=CC=C2C[C@H](C[C@]3(CC=4N=C(N=C(C4CO3)Cl)SC)C2=C1)C |r|